4,5-dihydroxyl-2,3-pentanedione OC(C(C(C)=O)=O)CO